P(=O)(OCC1=CC=CC=C1)(OCC1=CC=CC=C1)OOC1=C(C=C(C2=C1C(CO2)C)F)C(C)C2CC2 dibenzyl [(5-(1-cyclopropylethyl)-7-fluoro-3-methyl-2,3-dihydro-1-benzofuran-4-yl) oxy] phosphate